7-bromodibenzo[b,d]thiophene BrC1=CC2=C(C3=C(S2)C=CC=C3)C=C1